2-(5-fluoro-2-pyridinyl)-7,7-dimethyl-3-(1H-pyrazolo[3,4-b]pyridin-4-yl)-4,6-dihydropyrazolo[5,1-c][1,4]oxazine FC=1C=CC(=NC1)C1=NN2C(COCC2(C)C)=C1C1=C2C(=NC=C1)NN=C2